6-Methoxy-N-(3-(trifluoromethoxy)phenyl)-2-(trifluoromethyl)-1H-imidazo[4,5-b]pyrazin-5-amin COC1=C(N=C2C(=N1)NC(=N2)C(F)(F)F)NC2=CC(=CC=C2)OC(F)(F)F